[4-[(3R,4R)-3-hydroxypiperidine-4-carbonyl]piperazin-1-yl]-[2-methyl-4-[[3-[1-methyl-3-(trifluoromethyl)pyrazol-4-yl]imidazo[1,2-a]pyrazin-8-yl]amino]phenyl]methanone O[C@H]1CNCC[C@H]1C(=O)N1CCN(CC1)C(=O)C1=C(C=C(C=C1)NC=1C=2N(C=CN1)C(=CN2)C=2C(=NN(C2)C)C(F)(F)F)C